2-[3,5-dibromo-2-({[3-bromo-1-(3-chloropyridin-2-yl)-1H-pyrazol-5-yl]carbonyl}amino)benzoyl]-1,2-diethylhydrazinecarboxylic acid methyl ester COC(=O)N(N(CC)C(C1=C(C(=CC(=C1)Br)Br)NC(=O)C1=CC(=NN1C1=NC=CC=C1Cl)Br)=O)CC